N-((3S,4S)-3-((7-(2,6-dichloro-3,5-dimethoxyphenyl)-5-(((1-methylpiperidin-4-yl)methyl)amino)-2,6-naphthyridin-3-yl)amino)tetrahydro-2H-pyran-4-yl)acrylamide ClC1=C(C(=C(C=C1OC)OC)Cl)C1=NC(=C2C=C(N=CC2=C1)N[C@@H]1COCC[C@@H]1NC(C=C)=O)NCC1CCN(CC1)C